ClC1=C(OC2CCN(CC2)C(=O)N2C[C@@H]3[C@@H](OCC(N3)=O)CC2)C=CC=C1C(F)(F)F (+)-(4aR,8aS)-6-[4-[2-Chloro-3-(trifluoromethyl)phenoxy]piperidin-1-carbonyl]-4,4a,5,7,8,8a-hexahydropyrido[4,3-b][1,4]oxazin-3-on